C(C(CO)OP(=O)([O-])[O-])O.[Na+].[Na+] Disodium β-glycerophosphate